BrC=1C=CC(=C(C1)C(=O)N1C(COCC1)C)OC (5-bromo-2-methoxyphenyl)(3-methylmorpholino)methanone